4-(4-(5-cyclopropyl-1H-pyrazol-1-yl)-2-methylphenyl)-N-(1-methyl-1H-pyrazol-4-yl)pyrimidin-2-amine C1(CC1)C1=CC=NN1C1=CC(=C(C=C1)C1=NC(=NC=C1)NC=1C=NN(C1)C)C